di(hydroxyethyl)-hydroxylammonium OCC[NH+](O)CCO